ClC=1C=C(C=CC1C(N(C)C)=O)N(C1CN(C1)C1CCN(CC1)C(=O)OC(C)(C)C)C tert-butyl 4-(3-((3-chloro-4-(dimethylcarbamoyl)phenyl)(methyl)amino)azetidin-1-yl)piperidine-1-carboxylate